2-((3-((2-(difluoromethoxy)-6-methylpyridin-3-yl)carbamoyl)-3-(2-isopropylphenyl)azetidine-1-carbonyl)oxy)acetic acid FC(OC1=NC(=CC=C1NC(=O)C1(CN(C1)C(=O)OCC(=O)O)C1=C(C=CC=C1)C(C)C)C)F